C=1N=CN2C1C1=CC=CC=C1C2C2CCC=1C=CN=CC1C2O 7-(5H-Imidazo[5,1-a]isoindol-5-yl)-5,6,7,8-tetrahydroisochinolin-8-ol